ClCCC(OC=1C=C(C=CC1)N(C(C)=O)C)C=1SC=CC1 N-(3-(3-chloro-1-(thiophen-2-yl)propoxy)phenyl)-N-methylacetamide